C(C)(C)(C)OC(=O)NC[C@@H](C(=O)O)N1C(C=CC1=C=O)=C=O (S)-3-((tert-butoxycarbonyl)amino)-2-(2,5-dicarbonyl-2,5-dihydro-1H-pyrrol-1-yl)propanoic acid